FC(C(=O)NC1=C(C=C(C(=O)O)C=C1)C1OCCO1)F 4-(2,2-difluoroacetamido)-3-(1,3-dioxolan-2-yl)benzoic acid